perfluorohexylamine FN(C(C(C(C(C(C(F)(F)F)(F)F)(F)F)(F)F)(F)F)(F)F)F